COC(C=CCCC(C(=O)NC=1C(N(C=CC1)CC(=O)NCC(CC)CC)=O)NC(=O)C1=CN=CN1C)=O 7-(1-(2-(2-ethylbutylamino)-2-oxo-ethyl)-2-oxo-1,2-dihydro-pyridin-3-ylamino)-6-(1-methyl-1H-imidazole-5-carboxamido)-7-oxo-hept-2-enoic acid methyl ester